FC(OC1=NC(=CC(=C1)C(C(=O)O)C)OC)F 2-[2-(difluoromethoxy)-6-methoxypyridin-4-yl]propionic acid